CC1=CC=CC=2NC(N(C=3N=CC=CC3C12)C(C)C)=O 15-methyl-8-(propan-2-yl)-6,8,10-triazatricyclo[9.4.0.02,7]pentadeca-1(11),2(7),3,5,12,14-hexaen-9-one